CC1CC(C1)(C1=NN=CN1C)C=1C=C(C=CC1)NC(=O)C=1C=2N(C=C(C1)C1N(CCC1)C)C=CN2 N-(3-((1s,3s)-3-methyl-1-(4-methyl-4H-1,2,4-triazol-3-yl)cyclobutyl)phenyl)-6-(1-methylpyrrolidin-2-yl)imidazo[1,2-a]pyridine-8-carboxamide